C(C)OC(=O)C(C(=O)O)C(C(F)(F)F)(C)C 2-(ethoxycarbonyl)-4,4,4-trifluoro-3,3-dimethylbutanoic acid